BrC1=CC2=C(NC(CO2)=O)C=C1 7-bromo-2H-1,4-benzoxazine-3(4H)-one